N2-(2-aminoethyl)-N4-(1-cyclohexylpiperidin-4-yl)-6,7-dimethoxyquinazoline-2,4-diamine NCCNC1=NC2=CC(=C(C=C2C(=N1)NC1CCN(CC1)C1CCCCC1)OC)OC